(S)-2-Aminohept-6-ynoic acid N[C@H](C(=O)O)CCCC#C